ClC=1C=CC=C2C=CC=C(C12)C1=C(C=2N=C(N=C(C2C=N1)N([C@H]1CNCC1)C)OC[C@]12CCCN2C[C@@H](C1)F)F 7-(8-chloronaphthalen-1-yl)-8-fluoro-2-(((2R,7aS)-2-fluorotetrahydro-1H-pyrrolizin-7a(5H)-yl)methoxy)-N-methyl-N-((R)-pyrrolidin-3-yl)pyrido[4,3-d]pyrimidin-4-amine